OC1(C(CN(CC1)CC=1C=NN(C1)C1=CC(=C(C=N1)C#N)C)C=1C(=C2COC(C2=CC1)=O)C)C 6-(4-((4-hydroxy-4-methyl-3-(4-methyl-1-oxo-1,3-dihydroisobenzofuran-5-yl)piperidin-1-yl)methyl)-1H-pyrazol-1-yl)-4-methylpyridine-3-carbonitrile